2-oxo-1,2-dihydropyridin-3-yl-carbamic acid benzyl ester C(C1=CC=CC=C1)OC(NC=1C(NC=CC1)=O)=O